((3S)-3-(5-bromo-3-fluoro-2-pyridinyl)-4-morpholinyl)methanone BrC=1C=C(C(=NC1)[C@@H]1N(CCOC1)C=O)F